4-((4-bromo-1H-pyrazol-1-yl)methyl)piperidine-1-carboxylic acid tert-butyl ester C(C)(C)(C)OC(=O)N1CCC(CC1)CN1N=CC(=C1)Br